N1N=NN=C1.C(C)N1CN(C=C1)C 1-ethyl-3-methylimidazole tetrazole salt